[Cl-].[Cl-].C1(C=CC2=CC=CC=C12)[Zr+2]C1C=CC2=CC=CC=C12.[Ti+4] titanium bis(indenyl)zirconium dichloride